NC1=CC=C(C=C1)C1CCN(CC1)C(=O)O.FC1=C(C=C(C(=C1F)C(C)C)OC)/C=C/C(=O)C1=C(C=CC=C1)O (E)-3-(2,3-difluoro-4-isopropyl-5-methoxyphenyl)-1-(2-hydroxyphenyl)prop-2-en-1-one 4-(4-Aminophenyl)piperidine-1-carboxylate